(3R)-1-methyl-3-{[2-(thiophen-3-yl)[1,2,4]triazolo[1,5-c]quinazolin-5-yl]amino}pyrrolidin-2-one CN1C([C@@H](CC1)NC1=NC=2C=CC=CC2C=2N1N=C(N2)C2=CSC=C2)=O